5-(2H-1,2,3-triazol-2-yl)pyridine-3-carbaldehyde N=1N(N=CC1)C=1C=C(C=NC1)C=O